C(CCCCCCC=C)O[C@@H](COCCOCCOCCOCCOCC1=CC=CC=C1)COCCCCCCCC=C (R)-16-(non-8-en-1-yloxy)-1-phenyl-2,5,8,11,14,18-hexaoxaheptacos-26-ene